FC=1C=C(C=CC1)C=1C=CC=2N(N1)C(=CN2)C2=CC(=C(C=C2)O)OC 4-[6-(3-fluorophenyl)imidazo[1,2-b]pyridazin-3-yl]-2-methoxy-phenol